Cl.ClC1=C(C(=O)N2CCC(CC2)(C(=O)O)CC2=NC(=C(C=C2)F)NC2=NNC(=C2)C)C=CC=C1Cl 1-(2,3-dichlorobenzoyl)-4-[5-fluoro-6-(5-methyl-1H-pyrazol-3-ylamino)pyridin-2-yl]methyl-4-piperidinecarboxylic acid monohydrochloride